mono-cyanoamine C(#N)N